ClC1=CN=C2C(=N1)NN=C2C(=O)OCC ethyl 6-chloro-1H-pyrazolo[3,4-b]pyrazine-3-carboxylate